C(C)N1N=C2N=C(C=NC2=C1)N[C@@H](C)C=1C=C(C=CC1F)NC(CC1=NC=C(C=C1)C)=O (S)-N-(3-(1-((2-ethyl-2H-pyrazolo[3,4-b]pyrazin-6-yl)amino)ethyl)-4-fluorophenyl)-2-(5-methylpyridin-2-yl)acetamide